(R)-N-(1-phenylethyl)-6-methylsulfanyl-3-nitropyridin-2-amine C1(=CC=CC=C1)[C@@H](C)NC1=NC(=CC=C1[N+](=O)[O-])SC